N-ethyl-5,6,7,8-tetrahydro-4H-pyrazolo[1,5-a][1,4]diazepine-2-carboxamide C(C)NC(=O)C1=NN2C(CNCCC2)=C1